3-(3-fluoro-4-(4,4,5,5-tetramethyl-1,3,2-dioxaborolan-2-yl)phenyl)-5-methyl-1,2,4-oxadiazole FC=1C=C(C=CC1B1OC(C(O1)(C)C)(C)C)C1=NOC(=N1)C